CN1CC(C1)N1N=C(C(=C1)NC(=O)C=1OC(=CC1)C=1C=NNC1)C1=NC=CC=C1 N-{(1-Methylazetidin-3-yl)-3-(pyridine-2-yl)-1H-pyrazol-4-yl}-5-(1H-pyrazol-4-yl)furan-2-carboxamide